5-amino-8-[2-(hydroxymethyl)-6-(trifluoromethyl)-4-pyridinyl]-7-phenyl-2-[[(2R)-tetrahydrofuran-2-yl]methyl]-[1,2,4]triazolo[4,3-c]pyrimidin-3-one NC1=NC(=C(C=2N1C(N(N2)C[C@@H]2OCCC2)=O)C2=CC(=NC(=C2)C(F)(F)F)CO)C2=CC=CC=C2